5-chloro-N1-(3-fluoro-4-methoxyphenyl)-N1,2-dimethylbenzene-1,3-diamine ClC=1C=C(C(=C(C1)N(C)C1=CC(=C(C=C1)OC)F)C)N